C(#N)C1=NOC(=C1)C(=O)N cyanoisoxazole-5-carboxamide